ClC=1C=C(C=CC1)N1CCN(CC1)CC[C@H]1NC(C2(C1)CCNCC2)=O (S)-3-(2-(4-(3-chlorophenyl)piperazin-1-yl)ethyl)-2,8-diazaspiro[4.5]decan-1-one